17-methyl-3-methoxy-4,5alpha-epoxy-2-bromo-7,8-didehydromorphinan-6alpha-ol CN1[C@H]2[C@@H]3C=C[C@@H]([C@H]4[C@@]3(C=3C(=C(C(=CC3C2)Br)OC)O4)CC1)O